di(m-sulfophenyl)phenyl-phosphine S(=O)(=O)(O)C=1C=C(C=CC1)P(C1=CC=CC=C1)C1=CC(=CC=C1)S(=O)(=O)O